C(#N)C1=CC(=C(COC2=CC=CC(=N2)C2=CC(=C(CC3=NC4=C(N3[C@@H]3COCC3)C=C(C=C4)C(=O)O)C=C2)F)C=C1)F (S)-2-(4-(6-((4-cyano-2-fluorobenzyl)oxy)pyridin-2-yl)-2-fluorobenzyl)-1-(tetrahydrofuran-3-yl)-1H-benzo[d]imidazole-6-carboxylic acid